CCCCCCCCCCCCCCCCC(=O)OC[C@H](COP(=O)(O)OC[C@H](CO)O)OC(=O)CCCC/C=C\C/C=C\C/C=C\CCCCC 1-heptadecanoyl-2-(6Z,9Z,12Z-octadecatrienoyl)-glycero-3-phospho-(1'-sn-glycerol)